6-bromo-3-chloro-β,β,2-trifluoro-benzenepropanoic acid BrC1=CC=C(C(=C1C(CC(=O)O)(F)F)F)Cl